nonadecandiic acid C(CCCCCCCCCCCCCCCCCC(=O)O)(=O)O